1-(4-(7-(2-aminobenzo[d]oxazol-5-yl)-6-chloro-quinazolin-4-yl)piperazin-1-yl)prop-2-en-1-one NC=1OC2=C(N1)C=C(C=C2)C2=C(C=C1C(=NC=NC1=C2)N2CCN(CC2)C(C=C)=O)Cl